[1,1-dimethyl-2-[beta-(3-tert-butyl-4-hydroxy-5-methylphenyl)propionyloxy]ethyl]2,4,8,10-tetraoxaspiro[5.5]undecane CC(COC(CCC1=CC(=C(C(=C1)C)O)C(C)(C)C)=O)(C)C1OCOCC12COCOC2